COC(=O)C1=NN2C(C=CC=C2C=2C=NN(C2)C)=N1 5-(1-methyl-1H-pyrazol-4-yl)-[1,2,4]triazolo[1,5-a]pyridine-2-carboxylic acid methyl ester